3-amino-4,7-dibromo-2-naphthoic acid NC=1C(=CC2=CC(=CC=C2C1Br)Br)C(=O)O